7-bromo-3-nitroquinolin-4-amine BrC1=CC=C2C(=C(C=NC2=C1)[N+](=O)[O-])N